tert-Butyl 4-([2-[6-oxo-5-(trifluoromethyl)-4-[[2-(trimethylsilyl)ethoxy]methyl]-1,6-dihydropyridazin-4-yl]-2,3-dihydro-1H-isoindol-5-yl]oxy)piperidine-1-carboxylate O=C1C(C(C=NN1)(COCC[Si](C)(C)C)N1CC2=CC=C(C=C2C1)OC1CCN(CC1)C(=O)OC(C)(C)C)C(F)(F)F